The molecule is a member of the class of phenazines carrying carboxy substituents at positions 1 and 6. A natural product found in Streptomyces species. It has a role as a bacterial metabolite. It is a member of phenazines and a dicarboxylic acid. It is a conjugate acid of a phenazine-1,6-dicarboxylate. C1=CC(=C2C(=C1)N=C3C(=N2)C=CC=C3C(=O)O)C(=O)O